1-(benzylthio)-4-bromo-2-(propan-2-yl)benzene C(C1=CC=CC=C1)SC1=C(C=C(C=C1)Br)C(C)C